N-Azidoacetyl-glucosamine N(=[N+]=[N-])CC(=O)N[C@H]1C(O)O[C@@H]([C@H]([C@@H]1O)O)CO